C(C)(C)(C)OC(=O)N1C(CCCC1)C(S(=O)(=O)C1=CC(=CC=C1)F)(F)F (difluoro((3-fluorophenyl)sulfonyl)methyl)piperidine-1-carboxylic acid tert-butyl ester